(2S,4R)-1-[(2S)-2-(4-cyclopropyltriazol-1-yl)-3,3-dimethyl-butanoyl]-4-hydroxy-N-(2,3,4,5-tetrahydrobenzo[i][1]benzoxepin-5-yl)pyrrolidine-2-carboxamide C1(CC1)C=1N=NN(C1)[C@H](C(=O)N1[C@@H](C[C@H](C1)O)C(=O)NC1CCCOC2=C1C=CC1=C2C=CC=C1)C(C)(C)C